3-dipropargylphosphinyl-Oxytetrahydrothiophene-1,1-dioxide C(C#C)P(=O)(OC1CS(CC1)(=O)=O)CC#C